C(C)(C)(C)C1=CC=C(C(=O)Cl)C=C1 4-(tert-butyl)benzoyl chloride